1,3,3a,4,5,9b-hexahydro-8-methyl-5-(tetrahydro-2,5-dioxo-3-furanyl)-naphtho[1,2-c]furan-1,3-dione CC1=CC=C2C(CC3C(C(OC3=O)=O)C2=C1)C1C(OC(C1)=O)=O